CC1=CC=2C(=NOC2C(=O)OC)C=C1 methyl 5-methylbenzo[c]isoxazole-3-carboxylate